methyl 2-(1-(tert-butoxycarbonyl)piperidin-4-yl)-5-isopropoxybenzo[d]thiazole-6-carboxylate C(C)(C)(C)OC(=O)N1CCC(CC1)C=1SC2=C(N1)C=C(C(=C2)C(=O)OC)OC(C)C